FC1=CC=C(C(=O)OC(=O)C2CC3=C(NC=4C=CC=CC34)C(=CN2)C(=O)[O-])C=C1 4-fluorobenzoyl-1,2,3,6-tetrahydroazepino[4,5-b]indole-2,5-dicarboxylate